N=1N=CN(C1)C1=CC(=C2C=NNC2=C1)OCCCNC(CCNCC1=CC(=C(C=C1)OC(F)(F)F)Cl)=O N-(3-((6-(4H-1,2,4-triazol-4-yl)-1H-indazol-4-yl)oxy)propyl)-3-((3-chloro-4-(trifluoromethoxy)benzyl)amino)propanamide